2-[6-[4-(1-tert-butoxycarbonyl-4-piperidyl)phenyl]-4-fluoro-1-oxo-isoindolin-2-yl]-2-(6,7-dihydro-5H-pyrrolo[1,2-c]imidazol-1-yl)acetic acid C(C)(C)(C)OC(=O)N1CCC(CC1)C1=CC=C(C=C1)C1=CC(=C2CN(C(C2=C1)=O)C(C(=O)O)C1=C2N(C=N1)CCC2)F